4-(1,5-dimethyl-6-oxo-1,6-dihydro-pyridin-3-yl)-2-ethanesulfonylmethyl-benzoic acid methyl ester COC(C1=C(C=C(C=C1)C1=CN(C(C(=C1)C)=O)C)CS(=O)(=O)CC)=O